3-chloro-N-[2,6-difluoro-4-[2-(5-fluoro-3-pyridyl)ethynyl]phenyl]-2-methyl-benzenesulfonamide ClC=1C(=C(C=CC1)S(=O)(=O)NC1=C(C=C(C=C1F)C#CC=1C=NC=C(C1)F)F)C